O1C(NC2=C1C=CC(=C2)C2(NC(=NC=C2C)NC=2C=NC(=CC2)N2[C@@H]1CN([C@@H](C2)C1)C)N)=O 4-(benzo[d]oxazol-2(3H)-on-5-yl)-N2-(6-((1S,4R)-5-methyl-2,5-diazabicyclo[2.2.1]hept-2-yl)-pyridin-3-yl)-5-methylpyrimidin-2,4-diamine